CN1C=C(C[C@H](N)C(=O)OC2=C(C=CC=C2)\N=N\C=2C(=NC(=CC2)N)N)C2=CC=CC=C12 (E)-2-((2,6-diaminopyridin-3-yl)diazenyl)phenyl 1-methyl-L-tryptophanate